BrC=1C=2C(NC=3C=CC=C(S(NC4=NC(=CC(OC(=CC1)C2)=N4)C4=C(C=CC=C4C)C)(=O)=O)C3)=O 18-Bromo-5-(2,6-dimethylphenyl)-2-oxa-9λ6-thia-6,8,15,23-tetraazatetracyclo[15.3.1.13,7.110,14]tricosa-1(20),3(23),4,6,10,12,14(22),17(21),18-nonaene-9,9,16-trione